C1(CC1)CC=1C2=C(N(N1)C)NC(=C2)C=O (cyclopropylmethyl)-1-methyl-1,6-dihydropyrrolo[2,3-c]pyrazole-5-carbaldehyde